C12CNCC(CC1)N2C=2SC=1CN(CCC1N2)C(CC2CCCC2)=O 1-(2-(3,8-diazabicyclo[3.2.1]octan-8-yl)-6,7-dihydrothiazolo[5,4-c]pyridin-5(4H)-yl)-2-cyclopentylethan-1-one